C(N)(=O)C1=C(SC(=C1C)C(=O)OCC)NC(=O)CCC(=O)O 3-{[3-carbamoyl-5-(ethoxycarbonyl)-4-methylthiophen-2-yl]carbamoyl}propanoic acid